2-(4-(Benzo[d]thiazol-2-ylmethyl)piperazin-1-yl)-4-((tetrahydro-2H-pyran-2-yl)oxy)benzonitrile S1C(=NC2=C1C=CC=C2)CN2CCN(CC2)C2=C(C#N)C=CC(=C2)OC2OCCCC2